NC(C(C(=O)[O-])(C)C)C 3-amino-2,2-dimethylbutyrate